1-[2-[2-chloro-6-cyano-4-[1-methyl-1-[4-[(2-methylsulfonylpyrimidin-4-yl)methoxy]phenyl]ethyl]phenoxy]ethyl]-3-[[2-(2,6-dioxo-3-piperidyl)-1-oxo-isoindolin-5-yl]methyl]-1-methyl-urea ClC1=C(OCCN(C(=O)NCC=2C=C3CN(C(C3=CC2)=O)C2C(NC(CC2)=O)=O)C)C(=CC(=C1)C(C)(C1=CC=C(C=C1)OCC1=NC(=NC=C1)S(=O)(=O)C)C)C#N